CN([Si](O[Si](O[Si](O[Si](O[SiH](C)C)(C)C)(C)C)(C)C)(C)C)C 1-dimethylamino-1,1,3,3,5,5,7,7,9,9-decamethyl-pentasiloxane